(2-(benzyloxy)-6-((7-(benzyloxy)-6-methoxy-1,2,3,4-tetrahydroisoquinolin-1-yl)methyl)-3-(methoxy-d3)phenyl)methanol C(C1=CC=CC=C1)OC1=C(C(=CC=C1OC([2H])([2H])[2H])CC1NCCC2=CC(=C(C=C12)OCC1=CC=CC=C1)OC)CO